5-(2-fluoro-4-(pyridin-2-ylmethoxy)phenyl)-4-(2-methoxyethoxy)-N-(4-((4-methylpiperazin-1-yl)methyl)phenyl)-7H-pyrrolo[2,3-d]pyrimidin-2-amine FC1=C(C=CC(=C1)OCC1=NC=CC=C1)C1=CNC=2N=C(N=C(C21)OCCOC)NC2=CC=C(C=C2)CN2CCN(CC2)C